[4-[1-(2,2,2-trifluoroethyl)-4-(trifluoromethyl)imidazol-2-yl]phenyl]methanol FC(CN1C(=NC(=C1)C(F)(F)F)C1=CC=C(C=C1)CO)(F)F